OCC1NC(C2=CC=CC(=C12)OC)=O (hydroxymethyl)-4-methoxy-3H-isoindol-1-one